ClC=1C(=NC(=C(C1)Cl)C1=CC2=C(OCO2)C=C1Cl)C(=O)O 3,5-Dichloro-6-(6-chlorobenzo[d][1,3]dioxol-5-yl)picolinic acid